5-Nitro-1-((5-(trifluoromethyl)furan-2-yl)methyl)-1H-indole [N+](=O)([O-])C=1C=C2C=CN(C2=CC1)CC=1OC(=CC1)C(F)(F)F